CCCCCC(=O)CC[C@H]1[C@@H](CC(=O)[C@@H]1C/C=C\\CCCC(=O)O)O The molecule is the 13,14-dihydro derivative of 15-oxo-prostaglandin E2. It derives from a prostaglandin E2. It is a conjugate acid of a 13,14-dihydro-15-oxo-prostaglandin E2(1-).